CC(CC(C)O)CC(CC(CCC)C)C 4,6,8-trimethyl-2-undecanol